N-caffeoyl-phenylalanine C(\C=C\C1=CC(O)=C(O)C=C1)(=O)N[C@@H](CC1=CC=CC=C1)C(=O)O